trans-3a-methoxytetrahydropyrrolo[3,4-c]Pyrrole-2,5(1H,3H)-dicarboxylic acid 2-tert-butyl 5-((3-pivaloyl-5-(trifluoromethyl) pyridin-2-yl) methyl) ester C(C(C)(C)C)(=O)C=1C(=NC=C(C1)C(F)(F)F)COC(=O)N1C[C@H]2[C@](C1)(CN(C2)C(=O)OC(C)(C)C)OC